OC=1C=C(C=CC1)OB(O)O (3-hydroxyphenyl)boric acid